S-(7-oxo-7-((4-phenylthiazol-2-yl)amino)heptyl) 2-phenylethanethioate C1(=CC=CC=C1)CC(SCCCCCCC(NC=1SC=C(N1)C1=CC=CC=C1)=O)=O